C(C)(C)(C)[C@@H]1CC=2C=C3C(=NC2CC1)SC(=N3)C(=O)N[C@H](CC[NH+]3C[C@@H](CC3)O)C=3C=NC(=CC3)NS(N(C)C)(=O)=O (7S)-7-tert-butyl-N-[(1R)-1-[6-(dimethylsulfamoylamino)-3-pyridyl]-3-[(3R)-3-hydroxypyrrolidin-1-ium-1-yl]propyl]-5,6,7,8-tetrahydrothiazolo[5,4-b]quinoline-2-carboxamide